N1-(1-(fluoromethyl)cyclopropyl)-N2-((S)-4-methyl-1-oxo-1-(((S)-3-oxo-1-((S)-2-oxopyrrolidin-3-yl)-4-(trifluoromethoxy)butan-2-yl)amino)pentan-2-yl)oxalamide FCC1(CC1)NC(C(=O)N[C@H](C(N[C@@H](C[C@H]1C(NCC1)=O)C(COC(F)(F)F)=O)=O)CC(C)C)=O